3-[(6-bromo-4-methyl-3-pyridyl)sulfanyl]-6-fluoro-4-methyl-1H-indole BrC1=CC(=C(C=N1)SC1=CNC2=CC(=CC(=C12)C)F)C